4-pentenesultone C1CCC=COS1(=O)=O